tert-butyl (R)-(2-oxo-1-(2,2,2-trifluoroethyl)pyrrolidin-3-yl)carbamate O=C1N(CC[C@H]1NC(OC(C)(C)C)=O)CC(F)(F)F